2-(oxan-2-yloxy)ethan-1-ol O1C(CCCC1)OCCO